ClC1=C(C(=NC=C1C(=O)O)COC)C1=CC=C(C=C1)F 4-chloro-5-(4-fluorophenyl)-6-(methoxymethyl)nicotinic acid